tert-butyl (2-(5-cyclopropyl-2H-tetrazol-2-yl)ethyl)carbamate C1(CC1)C=1N=NN(N1)CCNC(OC(C)(C)C)=O